FC(C1=NN=C(O1)C=1C=C(C=C(C1)F)C=1N(C=CN1)CC1CCN(CC1)C(C)=O)F 1-{4-[(2-{3-[5-(difluoromethyl)-1,3,4-oxadiazol-2-yl]-5-fluorophenyl}-1H-imidazol-1-yl)methyl]piperidin-1-yl}ethan-1-one